FC1=CC=C(CN2[C@@H](CCC2=O)C(=O)O)C=C1 (S)-1-(4-fluorobenzyl)-5-oxopyrrolidine-2-carboxylic acid